C(C)(C)N1N=C(C2=NC(=CC(=C21)NCC=2C=NN(C2)C)C=2C(=NC=CC2)OC)C 1-isopropyl-5-(2-methoxy-3-pyridinyl)-3-methyl-N-[(1-methylpyrazol-4-yl)methyl]pyrazolo[4,3-b]pyridin-7-amine